C1(CC1)CN1CCC(CC1)S(=O)(=O)N1C=C(C=C1)C(=O)O 1-((1-(cyclopropylmethyl)piperidin-4-yl)sulfonyl)-1H-pyrrole-3-carboxylic acid